1-(methoxymethyl)-3-oxo-2,3,5,6,7,8-hexahydroisoquinoline-4-carbonitrile COCC=1NC(C(=C2CCCCC12)C#N)=O